O=C1NC2=C(C=3N1N=C(C3)C(=O)OCC)C=NC=C2 ethyl 6-oxo-5,6-dihydropyrazolo[1,5-c]pyrido[3,4-e]pyrimidine-9-carboxylate